5-(1H-pyrazol-1-yl)pyrazine-2-carboxylic acid N1(N=CC=C1)C=1N=CC(=NC1)C(=O)O